2-methyl-N-((1-methylcyclopropyl)sulfonyl)acrylamide CC(C(=O)NS(=O)(=O)C1(CC1)C)=C